C1(CC1)C([C@@H](C(=O)NC1=CC=C(C=C1)C=1C(=NNC1C)C)NC(=O)C1=NN(C=C1)CC)C1CC1 N-[(1S)-1-(dicyclopropylmethyl)-2-[4-(3,5-dimethyl-1H-pyrazol-4-yl)anilino]-2-oxo-ethyl]-1-ethyl-pyrazole-3-carboxamide